(2R,4R)-6-chloro-4-hydroxy-N-{3-[1-(trifluoromethyl)-1H,1'H-[3,4'-bipyrazol]-1'-yl]bicyclo[1.1.1]pentan-1-yl}-3,4-dihydro-2H-1-benzopyran-2-carboxamide ClC=1C=CC2=C([C@@H](C[C@@H](O2)C(=O)NC23CC(C2)(C3)N3N=CC(=C3)C3=NN(C=C3)C(F)(F)F)O)C1